2-(3,3-difluoro-4-(6-oxo-1,6-dihydropyridin-3-yl)pyrrolidin-1-yl)-N-(5-fluoropyridin-2-yl)propionamide FC1(CN(CC1C1=CNC(C=C1)=O)C(C(=O)NC1=NC=C(C=C1)F)C)F